4,4-difluoro-1'-methylspiro[cyclohexane-1,3'-indoline]-5'-amine FC1(CCC2(CN(C3=CC=C(C=C23)N)C)CC1)F